2-[2-(3,4-difluoro-2-methoxy-phenoxy)-5-fluoro-4-(trifluoromethyl)phenyl]-4-oxo-1H-1,6-naphthyridine-5-carboxylic acid FC=1C(=C(OC2=C(C=C(C(=C2)C(F)(F)F)F)C=2NC=3C=CN=C(C3C(C2)=O)C(=O)O)C=CC1F)OC